NC1CN(CCCC1)C(=O)OC(C)(C)C tert-butyl 3-aminoazepane-1-carboxylate